C[C@H]1N(CCOC1)C1=NC2=C(N=CC=C2C(=C1)N1CCNCC1)C1=CC=NN1C1OCCCC1 2-[(3R)-3-methylmorpholin-4-yl]-4-(piperazin-1-yl)-8-[1-(tetrahydro-2H-pyran-2-yl)-1H-pyrazol-5-yl]-1,7-naphthyridine